4-(6-(4-hydroxyphenoxy)hexyl)morpholine OC1=CC=C(OCCCCCCN2CCOCC2)C=C1